triphenylphosphorane C1(=CC=CC=C1)[PH2](C1=CC=CC=C1)C1=CC=CC=C1